[OH-].C(CCCCC)[N+](CCCCCCCCCCCCCC)(CCCCCC)CCCCCC trihexyl-tetradecyl-ammonium hydroxide